4-{6-[4-(4-(isopentyloxy)phenyl)piperidin-1-yl]pyridin-3-yl}-6-methyl-1-tosyl-1H-pyrrolo[2,3-c]pyridin-7(6H)-one C(CC(C)C)OC1=CC=C(C=C1)C1CCN(CC1)C1=CC=C(C=N1)C=1C2=C(C(N(C1)C)=O)N(C=C2)S(=O)(=O)C2=CC=C(C)C=C2